monomethylallyl ether CC=CCOCC=CC